potassium monoethyl malonate potassium salt [K+].C(CC(=O)[O-])(=O)OCC.[K+]